MonoChloramine NCl